(2S)-1-[(11Z,14Z)-eicosane-11,14-dien-1-yloxy]-N,N-dimethyl-3-(pentyloxy)propan-2-amine C(CCCCCCCCC\C=C/C\C=C/CCCCC)OC[C@H](COCCCCC)N(C)C